(methylsulfanyl)pyrimidine-5-carboxamide CSC1=NC=C(C=N1)C(=O)N